1-(4-(4-((2-fluoro-4-((1-((4-methylpyridin-2-yl)methyl)-1H-pyrazol-3-yl)oxy)phenyl)amino)pyrrolo[2,1-f][1,2,4]triazin-5-yl)piperidin-1-yl)prop-2-en-1-one FC1=C(C=CC(=C1)OC1=NN(C=C1)CC1=NC=CC(=C1)C)NC1=NC=NN2C1=C(C=C2)C2CCN(CC2)C(C=C)=O